C(C(=C)C)(=O)OCC[N+](C)(C)C methacryloyloxyethyltrimethyl-ammonium